(E)-Methyl-5-(3-acetamido-3-oxoprop-1-en-1-yl)-2-methoxybenzoate COC(C1=C(C=CC(=C1)\C=C\C(=O)NC(C)=O)OC)=O